tert-Butyl 2-fluoroethylcarbamate FCCNC(OC(C)(C)C)=O